(2R,3S,4R)-5,5-bis(1H-indol-3-yl)pentane-1,2,3,4-tetraol N1C=C(C2=CC=CC=C12)C([C@H]([C@@H]([C@@H](CO)O)O)O)C1=CNC2=CC=CC=C12